benzyl (2S)-1-((phenoxathiine-3-carbonyl)glycyl)-4-(piperidin-1-ylmethyl)pyrrolidine-2-carboxylate C1=CC(=CC=2OC3=CC=CC=C3SC12)C(=O)NCC(=O)N1[C@@H](CC(C1)CN1CCCCC1)C(=O)OCC1=CC=CC=C1